3-amino-N-(2-bromo-4-(perfluoropropane-2-yl)-6-(trifluoromethyl)phenyl)-2-fluorobenzamide NC=1C(=C(C(=O)NC2=C(C=C(C=C2C(F)(F)F)C(C(F)(F)F)(C(F)(F)F)F)Br)C=CC1)F